racemic-1-methyl-3-((1,1,1-trifluoropropan-2-yl)oxy)-1H-pyrazol-4-amine CN1N=C(C(=C1)N)O[C@@H](C(F)(F)F)C |r|